N[C@@H](C(=O)N[C@H](C(=O)NCC=1C(=NC(=CC1)N)C)C)CCC1=CC=CC=C1 (R)-2-amino-N-((S)-1-(((6-amino-2-methylpyridin-3-yl)methyl)amino)-1-oxopropan-2-yl)-4-phenylbutanamide